NC(CNC(=O)C1=NC(=CN=C1)C1=CC=2C(=C(N=C(C2)Cl)Cl)N1)(C)C N-(2-amino-2-methylpropyl)-6-(5,7-dichloro-1H-pyrrolo[2,3-c]pyridin-2-yl)pyrazine-2-carboxamide